8-ethoxycarbonyltetracyclo[4.4.0.12,5.17,10]-3-dodecene C(C)OC(=O)C1C2C3C4C=CC(C3C(C1)C2)C4